3-Methyl-crotonylglycine CC(=CC(=O)NCC(=O)O)C